C(C)(=O)N[C@H](C(=O)NCCCCN1C(=NC=2C(=NC=3C=CC=CC3C21)N)CC)CCCNC(=N)N (S)-2-acetamido-N-(4-(4-amino-2-ethyl-1H-imidazo[4,5-c]quinolin-1-yl)butyl)-5-guanidino-valeramide